(R)-6-(2-(fluoromethyl)morpholino)quinoline-4-carboxylic acid FC[C@@H]1OCCN(C1)C=1C=C2C(=CC=NC2=CC1)C(=O)O